(S)-3-(4-fluoro-2',5,6'-trimethyl-[1,1'-biphenyl]-3-yl)-3-((S)-2-(3-(2-(3-fluoro-3-methylazetidin-1-yl)ethyl)-5-methyl-6-oxopyridazin-1(6H)-yl)-4-Methylvalerylamino)propionic acid FC1=C(C=C(C=C1C)C1=C(C=CC=C1C)C)[C@H](CC(=O)O)NC([C@H](CC(C)C)N1N=C(C=C(C1=O)C)CCN1CC(C1)(C)F)=O